ClCCS(=O)(=O)CCN 2-(2-chloroethyl-sulfonyl)-ethylamine